tert-butyl (S)-(5-chloro-6-(difluoromethyl)-2,3-dihydrobenzofuran-3-yl)(methyl)carbamate ClC=1C(=CC2=C([C@@H](CO2)N(C(OC(C)(C)C)=O)C)C1)C(F)F